5-(chloromethyl)-1H-1,2,4-triazole hydrochloride Cl.ClCC1=NC=NN1